3-({[(4R)-7-[(2-fluorophenyl)(methyl)amino]-3,4-dihydro-2H-1-benzopyran-4-yl]methyl}amino)pyridine-4-carboxylic acid methyl ester COC(=O)C1=C(C=NC=C1)NC[C@@H]1CCOC2=C1C=CC(=C2)N(C)C2=C(C=CC=C2)F